ClC=1N=C(C2=C(N1)C(=CS2)C(F)(F)F)N[C@H](CN2CCN(CC2)C(=O)OC(C)(C)C)C tert-butyl 4-[(2S)-2-{[2-chloro-7-(trifluoromethyl)thieno[3,2-d]pyrimidin-4-yl]amino}propyl]piperazine-1-carboxylate